N-(4-(1,1,1,3,3,3-hexafluoro-2-hydroxypropan-2-yl)phenyl)picolinamide FC(C(C(F)(F)F)(O)C1=CC=C(C=C1)NC(C1=NC=CC=C1)=O)(F)F